Cl.N[C@@H](CCCCN)C(=O)O L-lysinate hydrochloride